ON(C(C(CC)(C)C)=O)CC1=C(C(=C(C=C1)F)F)F N-hydroxy-2,2-dimethyl-N-(2,3,4-trifluorobenzyl)butanamide